(S)-N-(2-(2-cyano-4,4-difluoropyrrolidin-1-yl)-2-oxoethyl)-6-(4-oxo-4-(piperazin-1-yl)butanamido)quinoline-4-carboxamide C(#N)[C@H]1N(CC(C1)(F)F)C(CNC(=O)C1=CC=NC2=CC=C(C=C12)NC(CCC(N1CCNCC1)=O)=O)=O